CN1C=2C=CC(=NC2C(=CC1=O)N1[C@H](CN(CC1)C=1C=CC=C2C=CC=NC12)C)C#N (S)-5-methyl-8-(2-methyl-4-(quinolin-8-yl)piperazin-1-yl)-6-oxo-5,6-dihydro-1,5-naphthyridine-2-carbonitrile